COC1=C(C(=CC(=C1)OC)OC)[C@@H]([C@@H]([C@@H]([C@@H](CO)O)O)O)O (1S,2S,3R,4R)-1-(2,4,6-trimethoxyphenyl)pentane-1,2,3,4,5-penta-ol